C(CCC)OC(=O)N1CCNCC1 piperazine-1-carboxylic acid butyl ester